FC1=C(C=CC(=N1)C1CCN(CC1)C(=O)C=1N=C(C2=C(N1)OC(=C2)C)NC2(CC2)C)OC [4-(6-fluoro-5-methoxypyridin-2-yl)piperidine-1-carbonyl]-6-methyl-N-(1-methylcyclopropyl)furo[2,3-d]pyrimidin-4-amine